3-(5-(3-methyl-1-(oxetan-3-yl)-4-(pyrrolidin-1-ylmethyl)-1H-pyrazolo[3,4-b]pyridin-6-yl)-1-oxoisoindolin-2-yl)piperidine-2,6-dione CC1=NN(C2=NC(=CC(=C21)CN2CCCC2)C=2C=C1CN(C(C1=CC2)=O)C2C(NC(CC2)=O)=O)C2COC2